(2S,4R)-2-(3-fluorophenyl)-N-((S,E)-4-(methylsulfonyl)but-3-en-2-yl)-4-(trifluoromethyl)piperidine-1-carboxamide FC=1C=C(C=CC1)[C@H]1N(CC[C@H](C1)C(F)(F)F)C(=O)N[C@@H](C)\C=C\S(=O)(=O)C